1-N'-(4-fluorophenyl)-1-N-(4-pyrido[4,3-d]pyrimidin-4-yloxyphenyl)-cyclopropane-1,1-dicarboxamide FC1=CC=C(C=C1)NC(=O)C1(CC1)C(=O)NC1=CC=C(C=C1)OC=1C2=C(N=CN1)C=CN=C2